C(C)OC=1C=C(C=C(C1C1(CC1)O)OCC)C(C)=O 1-[3,5-Diethoxy-4-(1-hydroxycyclopropyl)phenyl]ethan-1-one